4-methyl-3-azabicyclo[2.1.1]hexane CC12NCC(C1)C2